FC1(OC2=C(O1)C=CC(=C2)C(=O)N2CCN(CC2)C(\C=C\C=2C=NC=CC2)=O)F (E)-1-(4-(2,2-difluorobenzo[d][1,3]dioxol-5-carbonyl)piperazin-1-yl)-3-(pyridin-3-yl)prop-2-en-1-one